C(C1=CC=CC=C1)OC1=NC(=CC=C1C1=NN(C2=CC(=CC=C12)CN1CCC2(CCN(CC2)C(=O)OC(C)(C)C)CC1)C)OCC1=CC=CC=C1 tert-butyl 9-((3-(2,6-bis(benzyloxy)pyridin-3-yl)-1-methyl-1H-indazol-6-yl)methyl)-3,9-diazaspiro[5.5]undecane-3-carboxylate